BrC1=CC=CC2=C1SC=C2C2C(=C(NC(=C2C(=O)C2CC2)C2CC2)C)C(C)=O 1-(4-(7-bromobenzo[b]thiophen-3-yl)-5-(cyclopropanecarbonyl)-6-cyclopropyl-2-methyl-1,4-dihydropyridin-3-yl)ethan-1-one